ClC=1N(C2=CC=C(C=C2C1C=O)OC)CCOCC 2-chloro-1-(2-ethoxyethyl)-5-methoxy-1H-indole-3-carboxaldehyde